C(C)(=O)C=1C(NC2=CC=CN=C2C1C)=O 3-acetyl-4-methyl-1,5-naphthyridin-2(1H)-one